2-chloro-4-[(pyridin-2-ylmethyl)amino]pyrimidin-5-carboxamide ClC1=NC=C(C(=N1)NCC1=NC=CC=C1)C(=O)N